Cl.NCC1=NC=C(C=N1)C1=CC=C(C(=N1)OC)NC(=O)C1=C(N=NN1C)C1=NC=C(C=C1)Cl N-(6-(2-(Aminomethyl)pyrimidine-5-yl)-2-methoxypyridin-3-yl)-4-(5-chloropyridin-2-yl)-1-methyl-1H-1,2,3-triazole-5-carboxamide hydrochloride